N-(2-methoxyethyl)p-phenylenediamine COCCNC1=CC=C(C=C1)N